O=C1NC(CCC1N1C(C2=CC=C(C=C2C1=O)NCCCCCCN1N=CC(=C1)C=1C=NC2=CC=C(C=C2N1)C=1CCN(CC1)C(=O)OC(C)(C)C)=O)=O tert-butyl 4-(3-(1-(6-((2-(2,6-dioxopiperidin-3-yl)-1,3-dioxoisoindolin-5-yl) amino) hexyl)-1H-pyrazol-4-yl) quinoxalin-6-yl)-3,6-dihydropyridine-1(2H)-carboxylate